C(C1=CC=CC=C1)OC1=C2C=C(N(C2=CC=C1)C(=O)OC(C)(C)C)B(O)O 4-BENZYLOXY-1-TERT-BUTOXYCARBONYLINDOLE-2-BORONIC ACID